[(3aR,6R,6aR)-4-methoxy-2,2-dimethyl-3a,4,6,6a-tetrahydrofuro[3,4-d][1,3]dioxol-6-yl]methyl 4-methylbenzenesulfonate CC1=CC=C(C=C1)S(=O)(=O)OC[C@H]1OC([C@H]2[C@@H]1OC(O2)(C)C)OC